N,N-dimethyl-4'-(2-(3-(3-methylquinuclidin-3-yl)ureido)propan-2-yl)biphenyl-4-carboxamide CN(C(=O)C1=CC=C(C=C1)C1=CC=C(C=C1)C(C)(C)NC(=O)NC1(CN2CCC1CC2)C)C